COC1=CC=2C3=C(NC2C=C1OCCCN1CCCC1)C=CN=C3N3CC(C3)O 1-{8-methoxy-7-[3-(pyrrolidin-1-yl)propoxy]-5H-pyrido[4,3-b]indol-1-yl}azetidin-3-ol